NC1=NC=NN2C1=C(C=C2C=2C=C(C(=NC2)OC)C(=O)N[C@@H]2CN(C[C@@H]2F)C(=O)OC(C)CC)C(F)(F)F butan-2-yl (3R,4S)-3-{5-[4-amino-5-(trifluoromethyl)pyrrolo[2,1-f][1,2,4]triazin-7-yl]-2-methoxypyridine-3-amido}-4-fluoropyrrolidine-1-carboxylate